N-(3-(difluoromethoxy)-4-(5-(oxetan-3-yl)-2,5-diazabicyclo[2.2.1]heptan-2-yl)phenyl)-6-(1H-indol-6-yl)-[1,2,4]triazolo[1,5-a]pyrazin-8-amine FC(OC=1C=C(C=CC1N1C2CN(C(C1)C2)C2COC2)NC=2C=1N(C=C(N2)C2=CC=C3C=CNC3=C2)N=CN1)F